FC1=CC=C2C(=C(C(N(C2=C1)C1=CC=CC=C1)=O)NC(=O)C1CC1)NC N-(7-fluoro-4-(methylamino)-2-oxo-1-phenyl-1,2-dihydro-quinolin-3-yl)cyclopropanecarboxamide